N=1N(N=C2C1C=CC=C2)C=2C(=C(CN1C(NC(C(C1=O)=CC1=CC=C(C=C1)N(C)C)=O)=O)C=C(C2)C)O 1-(3-(2H-benzo[d][1,2,3]triazol-2-yl)-2-hydroxy-5-methylbenzyl)-5-(4-(dimethylamino)benzylidene)pyrimidine-2,4,6(1H,3H,5H)trione